CC=1C(=NC(=CN1)C)N1CC2CN(CC2C1)C(=O)C1=C(C=C(C=C1)F)N1N=CC=N1 2-(3,6-Dimethylpyrazin-2-yl)-5-{[4-fluoro-2-(2H-1,2,3-triazol-2-yl)phenyl]carbonyl}octahydropyrrolo[3,4-c]pyrrole